C(#N)CC1=C(C=NC(=C1)C)C(=O)OC methyl 4-(cyanomethyl)-6-methylpyridine-3-carboxylate